NC1=CC(=C(C(=N1)C1=C(C=C2C(=NC(=NC2=C1)OC[C@H]1N(CCC1)C)N1CC(N(CC1)C(C(=C)F)=O)CC#N)Cl)C(F)(F)F)C 2-[4-[7-[6-amino-4-methyl-3-(trifluoromethyl)-2-pyridyl]-6-chloro-2-[[(2S)-1-methylpyrrolidin-2-yl]methoxy]quinazolin-4-yl]-1-(2-fluoroprop-2-enoyl)piperazin-2-yl]acetonitrile